7-(1,4-diazepan-1-yl)-2-(2-methyl-1,3-benzoxazol-6-yl)-4H-pyrido[1,2-a]pyrimidin-4-one N1(CCNCCC1)C=1C=CC=2N(C(C=C(N2)C2=CC3=C(N=C(O3)C)C=C2)=O)C1